5-(4-(9H-purin-6-yl)-3,4-dihydro-2H-1,4-thiazin-6-yl)nicotinonitrile N1=CN=C2NC=NC2=C1N1CCSC(=C1)C=1C=NC=C(C#N)C1